2-(6-methoxy-2,3-dihydro-4H-benzo[b][1,4]thiazin-4-yl)acetic acid COC1=CC2=C(SCCN2CC(=O)O)C=C1